ON=C(N)C1=CC=NN1 N'-hydroxy-1H-pyrazole-5-carboxamidine